(1r,2s)-6'-bromo-1'-oxo-2',3'-dihydro-1'H-spiro[cyclopropane-1,4'-isoquinoline]-2-carbonitrile BrC=1C=C2[C@]3(CNC(C2=CC1)=O)[C@H](C3)C#N